Quinolinoxy acetate C(C)(=O)OOC1=NC2=CC=CC=C2C=C1